(S)-methyl 2-(3-chloro-4-cyclopropyl-6-oxopyridazin-1(6H)-yl)-4-methylpentanoate ClC1=NN(C(C=C1C1CC1)=O)[C@H](C(=O)OC)CC(C)C